(S)-N-(3-(1-Acetyl-2-methyl-1,2,3,4-tetrahydroquinolin-6-yl)phenethyl)-2-(2-aminopyrimidin-5-yl)-7-methyl-4-morpholinothieno[3,2-d]pyrimidine-6-carboxamide C(C)(=O)N1[C@H](CCC2=CC(=CC=C12)C=1C=C(CCNC(=O)C2=C(C=3N=C(N=C(C3S2)N2CCOCC2)C=2C=NC(=NC2)N)C)C=CC1)C